[Si](C)(C)(C(C)(C)C)OCC[C@H]1C(OC(O1)(C)C)=O (5S)-5-{2-[(tert-butyldimethylsilyl)oxy]ethyl}-2,2-dimethyl-1,3-dioxolan-4-one